C(C)(C)(C)C=1C=CC=2N(C3=CC=CC=C3C2C1)C1=C(C#N)C(=C(C(=C1N1C2=CC=CC=C2C=2C=C(C=CC12)C(C)(C)C)N1C2=CC=CC=C2C=2C=C(C=CC12)C(C)(C)C)C=1C=NC=CC1)N1C2=CC=CC=C2C=2C=C(C=CC12)C(C)(C)C 2,3,4,6-tetrakis(3-(tert-butyl)-9H-carbazol-9-yl)-5-(pyridin-3-yl)benzonitrile